1,4-dicyanocyclohexane C(#N)C1CCC(CC1)C#N